4-(benzylamino)-1-(3-(4-chloro-3-fluorophenyl)-1,2,4-oxadiazol-5-yl)bicyclo[2.2.2]octan-2-one C(C1=CC=CC=C1)NC12CC(C(CC1)(CC2)C2=NC(=NO2)C2=CC(=C(C=C2)Cl)F)=O